NCC=1C=NC(=NC1)C1=C(C=C(C#N)C=C1)OC1=NC(=NC(=C1)C1=NC=CC=C1)C 4-[5-(aminomethyl)pyrimidin-2-yl]-3-(2-methyl-6-pyridin-2-ylpyrimidin-4-yl)oxybenzonitrile